[K].COC1=CC=C(C=C1)C=CO p-methoxyphenylvinyl alcohol potassium salt